C(CCCCCCCCCCCC(=O)O)(=O)O tridecandioic acid